ClC1=CC=C(OC2=C(C=C(C=C2F)S(=O)(=O)N2C3(CN(CC2CC3)C(CCN3CCCCC3)=O)C(=O)NO)F)C=C1 8-((4-(4-chloro-phenoxy)-3,5-difluoro-phenyl)-sulfonyl)-N-hydroxy-3-(3-(piperidin-1-yl)propanoyl)-3,8-diazabicyclo-[3.2.1]octane-1-carboxamide